Thiopropionamid C(CC)(=S)N